SC(C(=O)OCCOC(C(C)S)=O)C ethylene glycol di-(2-mercaptopropionate)